C(C)(=O)O[C@@H]1[C@H]([C@H]2O[C@H](OC[C@H]2O[C@H]1C(=O)OC)C1=CC=CC=C1)N1N=NC(=C1)C1=CC(=C(C=C1)Cl)F methyl (2S,4aR,6R,7R,8S,8aR)-7-acetoxy-8-(4-(4-chloro-3-fluorophenyl)-1H-1,2,3-triazol-1-yl)-2-phenylhexahydropyrano[3,2-d][1,3]dioxine-6-carboxylate